FC1=C(C=CC(=C1)F)C(CN1CCC(CC1)NC1=CC=C(C=C1)OCCC1=C(N=CS1)C)(CN1N=CN=C1)O 2-(2,4-difluorophenyl)-1-(4-((4-(2-(4-methylthiazol-5-yl)ethoxy)phenyl)amino)piperidin-1-yl)-3-(1H-1,2,4-triazol-1-yl)propan-2-ol